COC=1N=C2C(=C3C(=NC2=CC1OC)CCCC3)NC3CCN(CC3)CCC N-{2,3-dimethoxy-6H,7H,8H,9H-cyclohexa[b]1,5-naphthyridin-10-yl}-1-propylpiperidin-4-amine